C(C)(C)(C)NC(C[C@@H](CC(=O)N[C@@H](C)CC(=O)NCC1=CC=CC2=CC=CC=C12)NS(=O)(=O)C1=CC=C(C=C1)C)=O (R)-N1-(tert-butyl)-3-(4-methylphenylsulfonamido)-N5-((S)-4-((naphthalen-1-ylmethyl)amino)-4-oxobutan-2-yl)pentanediamide